tert-butyl N-[(2R)-1-(3-cyclopropylpyrrolidin-1-yl)-3-(2,4-dichlorophenyl)-1-oxopropan-2-yl]carbamate C1(CC1)C1CN(CC1)C([C@@H](CC1=C(C=C(C=C1)Cl)Cl)NC(OC(C)(C)C)=O)=O